BrC1C[C@H](C2=CC=CC=C12)N1C(C2=CC=CC=C2C1=O)=O 2-((1R)-3-bromo-2,3-dihydro-1H-inden-1-yl)isoindoline-1,3-dione